NC1=CC=C(C=C1)C=1C2=CC=C(N2)C(=C2C=CC(C(=C3C=CC(=C(C=4C=CC1N4)C4=CC=C(C=C4)N)N3)C3=CC=C(C=C3)N)=N2)C2=CC=C(C=C2)N.[Fe] Iron 5,10,15,20-tetrakis(4-aminophenyl)porphyrin